8-((6-cyclopropyl-3'-methoxy-[1,1'-biphenyl]-3-yl)(cyclopropylmethyl)amino)-5-methyl-6-oxo-5,6-dihydro-1,5-naphthyridine-2-carbonitrile C1(CC1)C1=CC=C(C=C1C1=CC(=CC=C1)OC)N(C1=CC(N(C=2C=CC(=NC12)C#N)C)=O)CC1CC1